C(C)(C)C=1C(=NNC1C=1C=C(C=2N(C1)N=CN2)C)C2=CC=C(C=C2)[C@@H](C)N(C)C (R)-1-(4-(4-isopropyl-5-(8-methyl-[1,2,4]triazolo[1,5-a]pyridin-6-yl)-1H-pyrazol-3-yl)phenyl)-N,N-dimethylethan-1-amine